C1(CCCC1)NC1=NC(=NC2=CC=CC=C12)NC1=CC(=CC(=C1)Cl)Cl N4-cyclopentyl-N2-(3,5-dichlorophenyl)quinazoline-2,4-diamine